(2Z,2'Z)-2,2'-(1-(7-methoxybenzofuran-2-yl)ethane-1,2-diylidene)bis(N-methylhydrazine-1-carbothioamide) COC1=CC=CC=2C=C(OC21)\C(\C=N/NC(NC)=S)=N/NC(NC)=S